methyl (S)-2-amino-3-(3,4-dichlorophenyl)propanoate hydrochloride Cl.N[C@H](C(=O)OC)CC1=CC(=C(C=C1)Cl)Cl